ClC1=C(C=CC=C1)C1=CN(C2=CC=C(C=C12)C(=O)NC(CN1CCOCC1)(C)C)C1=CC=C(C=C1)F 3-(2-chlorophenyl)-1-(4-fluorophenyl)-N-(2-methyl-1-morpholinopropan-2-yl)-1H-indole-5-carboxamide